1-({[1-(4-Carbamoyl-3,5-Diethoxyphenyl)Ethyl](4-Phenylbutyl)Carbamoyl}Amino)-3,3-Difluorocyclobutane-1-Carboxylic Acid C(N)(=O)C1=C(C=C(C=C1OCC)C(C)N(C(=O)NC1(CC(C1)(F)F)C(=O)O)CCCCC1=CC=CC=C1)OCC